tri(dodecyl)methyl chloride C(CCCCCCCCCCC)C(CCCCCCCCCCCC)(CCCCCCCCCCCC)Cl